gamma-benzyl-L-glutamate C(C1=CC=CC=C1)C(C[C@H](N)C(=O)[O-])C(=O)[O-]